benzenesulfonyl-anthraquinone C1(=CC=CC=C1)S(=O)(=O)C1=CC=CC=2C(C3=CC=CC=C3C(C12)=O)=O